N-cycloheptyl-3-(4H-1,2,4-triazol-4-yl)benzamide C1(CCCCCC1)NC(C1=CC(=CC=C1)N1C=NN=C1)=O